ClC=1C=C(C=NC1OC(C)C)C1=NC(=NO1)C=1C=2C3=C(N(C2C=CC1)CCC(=O)O)CCC3 3-[8-[5-(5-chloro-6-isopropoxy-3-pyridinyl)-1,2,4-oxadiazol-3-yl]-2,3-dihydro-1H-cyclopent[b]indol-4-yl]propionic acid